COC1=NC=C(C=C1)C#CCOC methoxy-5-(3-methoxyprop-1-yn-1-yl)pyridine